(5-methoxy-1H-indazol-3-yl)-(5-methyl-2-pyrimidin-2-yl-7,8-dihydro-5H-pyrido[4,3-d]pyrimidin-6-yl)methanone COC=1C=C2C(=NNC2=CC1)C(=O)N1C(C2=C(N=C(N=C2)C2=NC=CC=N2)CC1)C